NC=1N=C(SC1)NC1=CC=C(C=C1)Cl 4-amino-2-(4-chloroanilino)thiazol